C1(CC1)C1=CC2=C(C=C(O2)C(=O)NS(=O)(=O)C2=C(C=CC(=C2)C(C)C)OCC(F)(F)F)C(=C1)F 6-Cyclopropyl-4-fluoro-N-[5-isopropyl-2-(2,2,2-trifluoroethoxy)phenyl]sulfonyl-benzofuran-2-carboxamide